Butyl Diazoacetate [N+](=[N-])=CC(=O)OCCCC